C(#N)C=1C=CC=2C3=C(NC2C1)C(=C(C=N3)C(=O)NCCC(C)(C)NC(=O)C3CC3)NC(C)C 7-cyano-N-(3-(cyclopropanecarboxamido)-3-methylbutyl)-4-(isopropylamino)-5H-pyrido[3,2-b]indole-3-carboxamide